N1=CC=C(C2=CC=CC=C12)C=1C=NN2C1N=CC(=C2)C2=CC=C(OCCN1CCOCC1)C=C2 4-(2-(4-(3-(quinolin-4-yl)pyrazolo[1,5-a]pyrimidin-6-yl)phenoxy)ethyl)morpholine